5-oxo-6,7-dihydro-5H-pyrrolo[3,4-b]Pyridine-3-sulfonyl chloride O=C1NCC2=NC=C(C=C21)S(=O)(=O)Cl